6-chloro-2-(2-fluoro-3,5-dimethoxyphenyl)pyridazin-3(2H)-one ClC=1C=CC(N(N1)C1=C(C(=CC(=C1)OC)OC)F)=O